C(C1=CC=CC=C1)\N=C(\C[C@@H]1OC[C@H]([C@@H]([C@H]1O)O)O)/C (2S,3R,4S,5R)-2-((E)-2-(benzylimino)propyl)tetrahydro-2H-pyran-3,4,5-triol